1-(2-(5-chloro-2-methoxybenzyl)-2,8-diazaspiro[4.5]decane-8-carbonyl)-1H-pyrazole-3-carboxylic acid ClC=1C=CC(=C(CN2CC3(CC2)CCN(CC3)C(=O)N3N=C(C=C3)C(=O)O)C1)OC